FC=1C(=NC=CC1C1=CN=C(N1)[C@H](CCCCCC(CC)=O)NC(=O)[C@H]1CC12CCN(CC2)C)N2CCOCC2 (S)-N-((S)-1-(5-(3-Fluoro-2-morpholinopyridin-4-yl)-1H-imidazol-2-yl)-7-oxononyl)-6-methyl-6-azaspiro[2.5]octan-1-carboxamid